2-((2,6-Difluorobenzyl)(ethoxycarbonyl)amino)-4-methyl-5-(4-nitrophenyl)thiophene-3-carboxylic acid ethyl ester C(C)OC(=O)C1=C(SC(=C1C)C1=CC=C(C=C1)[N+](=O)[O-])N(C(=O)OCC)CC1=C(C=CC=C1F)F